C(C1=CC=CC=C1)OC=1C(=C(C(=CC1)C)C1=C2C(=NC(=C1)C#N)N(C=C2I)CC)C 4-(3-(Benzyloxy)-2,6-dimethylphenyl)-1-ethyl-3-iodo-1H-pyrrolo[2,3-b]pyridine-6-carbonitrile